4-(4-(bis(4-fluorophenyl)methyl)piperazin-1-yl)-6-bromo-1-(2-methoxyethyl)-2-oxo-1,2-dihydro-1,5-naphthyridine-3-carbonitrile FC1=CC=C(C=C1)C(N1CCN(CC1)C1=C(C(N(C2=CC=C(N=C12)Br)CCOC)=O)C#N)C1=CC=C(C=C1)F